2-amino-2-((R)-1-benzylpyrrolidin-3-yl)-6-boronohexanoic acid NC(C(=O)O)(CCCCB(O)O)[C@H]1CN(CC1)CC1=CC=CC=C1